methyl 3,8,10-trifluoro-6,11-dihydro-5H-benzo[a]carbazole-6-carboxylate FC1=CC2=C(C=3NC4=C(C=C(C=C4C3C(C2)C(=O)OC)F)F)C=C1